FC(C=1C(=C(C=CC1)[C@@H](C)NC=1C2=C(N=CN1)N(C(C(=C2)C=2CCN(CC2)C(=O)OCC2=CC=CC=C2)=O)C)F)F benzyl (R)-4-(4-((1-(3-(difluoromethyl)-2-fluorophenyl)ethyl)amino)-8-methyl-7-oxo-7,8-dihydropyrido[2,3-d]pyrimidin-6-yl)-3,6-dihydropyridine-1(2H)-carboxylate